3-(6-fluoropyridin-3-yl)-6-(1-methyl-1H-pyrazol-4-yl)-2-(4-(4-(methyl-d3)-4H-1,2,4-triazol-3-yl)piperidin-1-yl)benzonitrile FC1=CC=C(C=N1)C=1C(=C(C#N)C(=CC1)C=1C=NN(C1)C)N1CCC(CC1)C1=NN=CN1C([2H])([2H])[2H]